(thiophen-2-ylmethylidene)hydrazine 1-methyl-5-(4,4,5,5-tetramethyl-1,3,2-dioxaborolan-2-yl)pyrrole-3-carboxylate CN1C=C(C=C1B1OC(C(O1)(C)C)(C)C)C(=O)O.S1C(=CC=C1)C=NN